1-amino-3-(3,4-dihydroisoquinolin-2(1H)-yl)-propan-2-ol NCC(CN1CC2=CC=CC=C2CC1)O